C(C)OC(=O)C=1CC(=NC2=C(C1)C=CC(=C2)C2=CC(=CC=C2)S(=O)(=O)N2CC(C2)CO)N 2-amino-8-[3-[3-(hydroxymethyl)azetidin-1-yl]Sulfonylphenyl]-3H-1-benzazepine-4-carboxylic acid ethyl ester